6-chloro-3-(4-chloro-3-fluorophenyl)-1-(1-methylcyclobutyl)-1H-pyrrolo[2,3-b]pyridine ClC1=CC=C2C(=N1)N(C=C2C2=CC(=C(C=C2)Cl)F)C2(CCC2)C